C(C)OC1=NC(=CC(=C1)C1=NC(=C(C(=C1)N(C)CC1(CCCC1)COCC)N)N)C(F)(F)F 2'-Ethoxy-N4-{[1-(ethoxymethyl)cyclopentyl]methyl}-N4-methyl-6'-(trifluoromethyl)[2,4'-bipyridin]-4,5,6-triamine